((R)-1-((cis)-4-(6-fluoroquinolin-4-yl)cyclohexyl)propan-2-yl)-6-methoxybenzo[d]oxazol-2-amine FC=1C=C2C(=CC=NC2=CC1)[C@H]1CC[C@H](CC1)C[C@@H](C)C1=CC(=CC2=C1N=C(O2)N)OC